BrC1=CC2=C(N=CN=C2N[C@H](C)C2=C(C(=CC=C2)C(F)F)F)C(=N1)OC 6-bromo-N-[(1R)-1-[3-(difluoromethyl)-2-fluoro-phenyl]ethyl]-8-methoxy-pyrido[3,4-d]pyrimidin-4-amine